4-bromo-1-(3,6-dioxaheptyl)pyrazole BrC=1C=NN(C1)CCOCCOC